5-oxo-N-(3-(3-(trifluoromethyl)phenoxy)phenyl)pyrrolidine-2-carboxamide tert-butyl-((1-nitrosopiperidin-4-yl)methyl)carbamate C(C)(C)(C)N(C(O)=O)CC1CCN(CC1)N=O.O=C1CCC(N1)C(=O)NC1=CC(=CC=C1)OC1=CC(=CC=C1)C(F)(F)F